6-amino-2'-fluoro-N-{(1S,2S)-2-[(4-{(1R)-1-[4-(2-hydroxyethyl)piperazin-1-yl]-3,3-dimethyl-2,3-dihydro-1H-inden-5-yl}phenyl)methoxy]cyclopentyl}[3,3'-bipyridine]-5-carboxamide NC1=C(C=C(C=N1)C=1C(=NC=CC1)F)C(=O)N[C@@H]1[C@H](CCC1)OCC1=CC=C(C=C1)C=1C=C2C(C[C@H](C2=CC1)N1CCN(CC1)CCO)(C)C